5-amino-4,4-dimethylpentan-1-ol NCC(CCCO)(C)C